ClC=1C(=C(C=CC1)NC1=NC=NC2=CC=C(C(=C12)C1=CC(=C(C=C1)OC)OC)NC(C=CC1N(CCC1)C)=O)F N-(4-((3-chloro-2-fluorophenyl)amino)-5-(3,4-dimethoxyphenyl)quinazolin-6-yl)-3-(1-methylpyrrolidin-2-yl)acrylamide